CC1=NC(=CC=C1C1=NC2=C(C=C(C=C2C(N1C)=O)C)\C(\C)=N/[S@](=O)C(C)(C)C)C (R,Z)-N-(1-(2-(2,6-dimethylpyridin-3-yl)-3,6-dimethyl-4-oxo-3,4-dihydroquinazolin-8-yl)ethylidene)-2-methylpropane-2-sulfinamide